(2R,3S)-3-(2-((4-bromo-1H-benzo[d]imidazol-5-yl)amino)-4,5-dihydro-1H-imidazole-1-carbonyl)-2-((1-methyl-1H-imidazol-5-yl)methyl)pentyl cyclopropanecarboxylate C1(CC1)C(=O)OC[C@@H]([C@H](CC)C(=O)N1C(=NCC1)NC1=C(C2=C(NC=N2)C=C1)Br)CC1=CN=CN1C